BrC(C(=O)[O-])CCC bromovalerate